N-(2-cyano-6-(2,3-dihydrobenzo[b][1,4]dioxin-6-yl)phenyl)-4-(5-((1S,2S)-2-fluorocyclopropyl)-1,2,4-oxadiazol-3-yl)-4-methylpiperidine-1-carboxamide C(#N)C1=C(C(=CC=C1)C1=CC2=C(OCCO2)C=C1)NC(=O)N1CCC(CC1)(C)C1=NOC(=N1)[C@H]1[C@H](C1)F